4-butyl-2-[m-(methylthio)phenyl]-1,2-dihydro-2,3,1-benzodiazaborinin-1-ol C(CCC)C1=NN(B(C2=C1C=CC=C2)O)C2=CC(=CC=C2)SC